8-bromo-2-(pyridin-3-yl)quinolineethanone O-((2,5-bis(4-methylphenylsulfonyloxy)benzenesulfonyloxy)phenylsulfonyl)oxime CC1=CC=C(C=C1)S(=O)(=O)OC1=C(C=C(C=C1)OS(=O)(=O)C1=CC=C(C=C1)C)S(=O)(=O)OC1=C(C=CC=C1)S(=O)(=O)ON=CCC1(NC2=C(C=CC=C2C=C1)Br)C=1C=NC=CC1